NC1=C(OC(=C1)C(=O)O)C(=O)O amino-furan-2,5-dicarboxylic acid